1-(3-amino-2-methoxyphenyl)ethan-1-one NC=1C(=C(C=CC1)C(C)=O)OC